Acenaphthylen-1,2-dion C1(C(C2=CC=CC3=CC=CC1=C23)=O)=O